NC1CN(CC1)S(=O)(=O)C=1C=CC(=NC1)NC=1N=CC2=C(N1)N(C(C(=C2C)Br)=O)C2CCCC2 2-[5-(3-Amino-pyrrolidine-1-sulfonyl)-pyridin-2-ylamino]-6-bromo-8-cyclopentyl-5-methyl-8H-pyrido[2,3-d]pyrimidin-7-one